8-(methoxy-d3)-3-methylcinnoline-6-carboxylic acid C(OC=1C=C(C=C2C=C(N=NC12)C)C(=O)O)([2H])([2H])[2H]